(2S,5R)-5-(2-chlorophenyl)-1-(2'-methoxy-[1,1'-biphenyl]-4-carbonyl)pyrrolidine-2-carbonitrile ClC1=C(C=CC=C1)[C@H]1CC[C@H](N1C(=O)C1=CC=C(C=C1)C1=C(C=CC=C1)OC)C#N